ClC=1C=C2C(=C(NC2=CC1)C(=O)NCCCCNS(=O)(=O)C=1C=NC=CC1)S(=O)(=O)C1=CC(=CC(=C1)C)C 5-chloro-3-((3,5-dimethylphenyl)sulfonyl)-N-(4-(pyridine-3-sulfonylamino)butyl)-1H-indole-2-carboxamide